4-(5-((2-fluorophenyl)thio)imidazo[1,2-a]pyrazin-8-yl)-N,N-dimethylaniline FC1=C(C=CC=C1)SC1=CN=C(C=2N1C=CN2)C2=CC=C(N(C)C)C=C2